6,7-dihydroimidazo[1,2-a]pyridin-8(5H)-one N=1C=CN2C1C(CCC2)=O